C(CCCC)CCCCCCC pentyl-heptane